NC1=C(SC=C1C)C(=O)N 3-amino-4-methylthiophene-2-carboxamide